quercetin-3-O-[α-rhamnopyranosyl-(1-4) α-rhamnopyranosyl-(1-6)-β-galactopyranoside] [C@@H]1([C@H](O)[C@H](O)[C@@H](O)[C@@H](O1)C)O[C@@H]1[C@H]([C@H]([C@@H](O[C@H]1C)OC[C@@H]1[C@@H]([C@@H]([C@H]([C@@H](O1)OC1=C(OC=2C=C(C=C(C2C1=O)O)O)C1=CC(O)=C(O)C=C1)O)O)O)O)O